C(C1=CC=CC=C1)N1CCC2(COCCN2C(=O)OC(C)(C)C)CC1 tert-butyl 9-benzyl-4-oxa-1,9-diazaspiro[5.5]undecane-1-carboxylate